C(CCCCCCCCC)(=O)[O-] caprinate